ClC1=CC=C(C=C1)C=1OC=CC1 2-(4-Chlorophenyl)furan